6-(4-Acetamido-6'-methyl-[2,2'-bipyridin]-3-yl)imidazo[1,2-a]pyridin-3-carboxamid C(C)(=O)NC1=C(C(=NC=C1)C1=NC(=CC=C1)C)C=1C=CC=2N(C1)C(=CN2)C(=O)N